5-bromo-6-methylisoquinoline BrC1=C2C=CN=CC2=CC=C1C